methyl 1-(6'-bromo-1',3'-dioxo-spiro[cyclopropane-1,4'-isoquinoline]-2'-yl)cyclopropanecarboxylate BrC=1C=C2C3(C(N(C(C2=CC1)=O)C1(CC1)C(=O)OC)=O)CC3